2-methyl-4-adamantyl-bromobenzene CC1=C(C=CC(=C1)C12CC3CC(CC(C1)C3)C2)Br